cyclopropylcycloheptan-1-amine C1(CC1)C1(CCCCCC1)N